FC=1C=C2C(=CC(N(C2=CC1)C)=O)O 6-Fluoro-4-hydroxy-1-methylquinolin-2(1H)-one